ClC1=C(C=CC=C1)NC1=NC=CC(=N1)N1N=CC(=C1)NC(=O)NC(C)C1=CC(=CC=C1)Cl 1-(1-(2-((2-chloro-phenyl)amino)pyrimidin-4-yl)-1H-pyrazol-4-yl)-3-(1-(3-chloro-phenyl)ethyl)urea